C(C)[C@@]1(CC[C@H]2[C@@]([C@H]3CC[C@]4([C@H]([C@@H]3CC2)CC[C@@H]4[C@H](C)CC[C@](C(F)(F)F)(C)O)C)(CC1)C)O (1R,3aS,3bR,5aS,8S,10aS,10bS,12aR)-8-ethyl-10a,12a-dimethyl-1-((2R,5S)-6,6,6-trifluoro-5-hydroxy-5-methylhexan-2-yl)octadecahydrocyclohepta[a]cyclopenta[f]naphthalen-8-ol